1-Hexadecyn-3-ol C#CC(CCCCCCCCCCCCC)O